3-((2S)-2-hydroxy-3-(8-(3-(1-methyl-1H-pyrrol-3-yl)benzenesulfonyl)-1-oxa-8-azaspiro[4.5]dec-3-ylamino)propoxy)-N-methylbenzenesulfonamide O[C@H](COC=1C=C(C=CC1)S(=O)(=O)NC)CNC1COC2(C1)CCN(CC2)S(=O)(=O)C2=CC(=CC=C2)C2=CN(C=C2)C